palmitoyl-oxostearamide C(CCCCCCCCCCCCCCC)(=O)C(C(C(=O)N)=O)CCCCCCCCCCCCCCC